3-fluoro-4-[(2R,6S)-2-methyl-6-[(6-piperazin-1-ylspiro[1H-isobenzofuran-3,3'-azetidine]-1'-yl)methyl]morpholin-4-yl]pyrazolo[1,5-a]pyridine-7-carbonitrile FC=1C=NN2C1C(=CC=C2C#N)N2C[C@H](O[C@H](C2)CN2CC1(C2)OCC2=CC(=CC=C21)N2CCNCC2)C